O=C(COCCNC(OC(C)(C)C)=O)C tert-butyl (2-(2-oxopropoxy)ethyl)carbamate